ethyl (3S,4R,5S)-5-(1,3-dioxoisoindol-2-yl)-3-hydroxy-4-nitrocyclohex-1-ene-1-carboxylate O=C1N(C(C2=CC=CC=C12)=O)[C@@H]1[C@H]([C@H](C=C(C1)C(=O)OCC)O)[N+](=O)[O-]